C(C)(=O)C1=C(C=CC=C1)NC(C1=NC=CC=C1Cl)=O N-(2-acetylphenyl)-3-chloropicolinamide